C(C)C1=NC(=NN1C1=CC=CC=C1)C(=O)OCC ethyl 5-ethyl-1-phenyl-1H-1,2,4-triazole-3-carboxylate